CC(C)(C)[O-].[K+].C1(CC1)N1C=C(C=2N=C(N=CC21)SCC=2C=CC(=C(C2)CC(=O)O)F)N2CC(OC(C2)(F)F)(F)F 2-(5-(((5-cyclopropyl-7-(2,2,6,6-tetrafluoromorpholino)-5H-pyrrolo[3,2-d]pyrimidin-2-yl)thio)methyl)-2-fluorophenyl)acetic acid Potassium tert-butoxide